1-bromo-4,5-difluoro-2-methyl-benzene BrC1=C(C=C(C(=C1)F)F)C